3,6-dimethyl-2-(1H-pyrazol-4-yl)morpholine CC1NCC(OC1C=1C=NNC1)C